N-(2,4-difluoro-3-(5-(2-fluorophenyl)-1H-pyrazolo[3,4-b]pyridine-3-carbonyl)phenyl)propane-1-sulfonamide FC1=C(C=CC(=C1C(=O)C1=NNC2=NC=C(C=C21)C2=C(C=CC=C2)F)F)NS(=O)(=O)CCC